C1(CC1)N1C=NC=2NC(NC(C12)=O)=O 7-cyclopropyl-3H-purine-2,6-dione